N1NNNC1 tetraazacyclopentane